FC=1C=C(C=CC1OC1=NC=CC(=N1)C)C=1C(=NC(=NC1)NC=1C=NN(C1)C)C=1C(=C(C=CC1)C=CC(=O)[NH-])C N-(3-(5-(3-Fluoro-4-((4-methylpyrimidin-2-yl)oxy)phenyl)-2-((1-methyl-1H-pyrazol-4-yl)amino)pyrimidin-4-yl)2-methylphenyl)acryloylamide